N,N,N-trimethyl-1-adamantyl-Ammonium Hydroxide [OH-].C[N+](C)(C)C12CC3CC(CC(C1)C3)C2